7-((Difluoromethyl)sulfonyl)-4-(3,5-difluorophenoxy)-2,3-dihydro-1H-indene-1,2-diol FC(S(=O)(=O)C=1C=CC(=C2CC(C(C12)O)O)OC1=CC(=CC(=C1)F)F)F